(1-phenethyloxyprop-1-en-2-yl)benzene C(CC1=CC=CC=C1)OC=C(C)C1=CC=CC=C1